CC1(OC2=C(C1)C=CC=C2C(=O)N2C[C@@]1(CC2)C=C(C(C(C1)(C)C)=O)C#N)C (5S)-2-(2,2-dimethyl-2,3-dihydro-1-benzofuran-7-carbonyl)-9,9-dimethyl-8-oxo-2-azaspiro[4.5]dec-6-ene-7-carbonitrile